(+)-10-Camphorsulfonic acid CC1(C2CCC1(C(=O)C2)CS(=O)(=O)O)C